(phenylamino)-3,5-dihydro-4H-imidazol-4-one C1(=CC=CC=C1)NC1=NCC(N1)=O